5-amino-2-(dibenzylcarbamoyl)benzoic acid NC=1C=CC(=C(C(=O)O)C1)C(N(CC1=CC=CC=C1)CC1=CC=CC=C1)=O